O[C@H]1[C@@H](CCC1)N1CCC2=C1N=NC(=C2)C2=C(C=C1C(C=CO1)=C2O)C 5-[7-[(1R,2R)-2-hydroxycyclopentyl]-5,6-dihydropyrrolo[2,3-c]pyridazin-3-yl]-6-methyl-benzofuran-4-ol